C(#C)C=1C=C(C(=NC1)CNC=1C=NN(C1)C)F 5-ethynyl-3-fluoro-2-{[(1-methylpyrazol-4-yl)amino]methyl}pyridine